FC1(CCC(CC1)[C@@H](C=1OC2=C(N1)C=C(C=C2)[C@@H](CO)N2C(N[C@@H](C2)C(F)(F)F)=O)NC(OCC2=CC=CC=C2)=O)F Benzyl ((S)-(4,4-difluorocyclohexyl)(5-((S)-2-hydroxy-1-((S)-2-oxo-4-(trifluoromethyl)imidazolidin-1-yl)ethyl)benzo[d]oxazol-2-yl)methyl)carbamate